FC=C1[N-]C(=C(N1)C#N)C#N.[Li+] lithium 2-fluoromethylene-4,5-dicyanoimidazolide